1-(3-(4-methoxyphenyl)azetidin-1-yl)-2-(pyrrolidin-3-ylidene)ethan-1-one TFA salt OC(=O)C(F)(F)F.COC1=CC=C(C=C1)C1CN(C1)C(C=C1CNCC1)=O